N-(5-chloro-2-fluorobenzyl)-2-(7-fluoro-9H-carbazol-2-yl)-4-(4-methylpiperazin-1-yl)-4-oxobutaneamide ClC=1C=CC(=C(CNC(C(CC(=O)N2CCN(CC2)C)C2=CC=3NC4=CC(=CC=C4C3C=C2)F)=O)C1)F